FC=1C=CC2=C(C=CO2)C1CNC1=NC=C(C=2N1C=C(N2)C(=O)N)C=2C(=NC=CC2)C 5-(((5-fluorobenzofuran-4-yl)methyl)amino)-8-(2-methylpyridin-3-yl)imidazo[1,2-c]pyrimidine-2-carboxamide